3-((3aS,5S,6R)-5-hydroxy-3-(isopentylcarbamoyl)-3a,6-dimethyl-7-oxododecahydro-1H-cyclopenta[a]naphthalen-6-yl)propanoic acid O[C@H]1C[C@]2(C(C3CCC([C@](C13)(C)CCC(=O)O)=O)CCC2C(NCCC(C)C)=O)C